tert-butyl 2-(7-bromoquinoxalin-2-yl)oxy-7-azaspiro[3.5]nonane-7-carboxylate BrC1=CC=C2N=CC(=NC2=C1)OC1CC2(C1)CCN(CC2)C(=O)OC(C)(C)C